CC=1N=C(C2=C(N1)SC=N2)N 5-methylthiazolo[5,4-d]pyrimidin-7-amine